S-((5-(((tert-butyldimethylsilyl)oxy)methyl)-1-methyl-1H-1,2,4-triazol-3-yl)methyl) ethanethioate C(C)(SCC1=NN(C(=N1)CO[Si](C)(C)C(C)(C)C)C)=O